1,4-diphenyl-3-butyn-2-one C1(=CC=CC=C1)CC(C#CC1=CC=CC=C1)=O